methyl 2-[(2-methoxyphenyl)amino]-7-oxo-8-phenyl-5-[2-(triisopropylsilyl)ethynyl]pyrido[2,3-d]pyrimidine-6-carboxylate COC1=C(C=CC=C1)NC=1N=CC2=C(N1)N(C(C(=C2C#C[Si](C(C)C)(C(C)C)C(C)C)C(=O)OC)=O)C2=CC=CC=C2